Thiazol-2-amine S1C(=NC=C1)N